2-[4-(6-methoxy-3-pyridyl)-3,5-dimethyl-pyrazol-1-yl]-N-(5-pyrazin-2-yl-2-pyridyl)acetamide COC1=CC=C(C=N1)C=1C(=NN(C1C)CC(=O)NC1=NC=C(C=C1)C1=NC=CN=C1)C